NC(C(C)C=1N=C2N(C=C(C=C2)Br)C1C(=O)N)=O 1-amino-1-oxopropan-2-yl-6-bromoimidazo[1,2-a]pyridine-3-carboxamide